N[C@H]1CN(C[C@@H](C1)F)C(=O)C1=CC2=C(C(=C(O2)C=2N(C3=CC=CC=C3C2)CC2CC2)C)C(=C1)OC ((3R,5R)-3-amino-5-fluoropiperidin-1-yl)(2-(1-(cyclopropylmethyl)-1H-indol-2-yl)-4-methoxy-3-methylbenzofuran-6-yl)methanone